N-[6-(difluoromethyl)-2-pyridinyl]-2-[4-[[4-[4-[(2,6-dioxo-3-piperidinyl)amino]-2-fluoro-phenyl]-1-piperidinyl]methyl]cyclohexyl]-7-isopropoxy-imidazo[1,2-a]pyridine-6-carboxamide FC(C1=CC=CC(=N1)NC(=O)C=1C(=CC=2N(C1)C=C(N2)C2CCC(CC2)CN2CCC(CC2)C2=C(C=C(C=C2)NC2C(NC(CC2)=O)=O)F)OC(C)C)F